5-((9H-fluoren-9-yl)methoxy)-2-((((9H-fluoren-9-yl)methoxy)carbonyl)amino)-5-oxopentanoic Acid C1=CC=CC=2C3=CC=CC=C3C(C12)COC(CCC(C(=O)O)NC(=O)OCC1C2=CC=CC=C2C=2C=CC=CC12)=O